2-(1,1-dioxothian-4-yl)oxyethanol O=S1(CCC(CC1)OCCO)=O